FC=1C=2N(C=CC1)N=C(C2)[C@H]2N(CCC1=C2N=CN1)C1=NC=CC(=N1)C(=O)C1=CC=CC=C1 (S)-(2-(4-(4-fluoropyrazolo[1,5-a]pyridin-2-yl)-1,4,6,7-tetrahydro-5H-imidazo[4,5-c]pyridin-5-yl)pyrimidin-4-yl)(phenyl)methanone